N-(1-benzylpiperidin-4-yl)-N-(2,4,6-trimethylphenyl)propanamide C(C1=CC=CC=C1)N1CCC(CC1)N(C(CC)=O)C1=C(C=C(C=C1C)C)C